C(=O)C1CCN(CC1)C1=CC=C(C=C1)[C@@H]1C=2C=CC(=CC2CC[C@@H]1C1=CC=CC=C1)NC(OC(C)(C)C)=O tert-butyl ((5R,6S)-5-(4-(4-formylpiperidin-1-yl)phenyl)-6-phenyl-5,6,7,8-tetrahydronaphthalen-2-yl)carbamate